(Z)-3-(3-(1-Fluoro-3-phenylprop-1-en-1-yl)-2-phenyl-1H-indol-1-yl)-2-methylpropanamide F\C(=C/CC1=CC=CC=C1)\C1=C(N(C2=CC=CC=C12)CC(C(=O)N)C)C1=CC=CC=C1